IC=1C=C(CN[C@@H]2[C@@H](N(CCC2)CC=2NC(NN2)=O)C2=CC=CC=C2)C=C(C1)OC 5-(((2S,3S)-3-((3-iodo-5-methoxybenzyl)amino)-2-phenylpiperidin-1-yl)methyl)-2,4-dihydro-3H-1,2,4-triazol-3-one